ClC=1OC(=CN1)C1=NC=C(C=N1)C(F)(F)F 2-chloro-5-(5-(trifluoromethyl)pyrimidin-2-yl)oxazole